N-((8-(4-(difluoromethoxy)phenyl)imidazo[1,2-a]pyrazin-6-yl)methyl)acrylamide FC(OC1=CC=C(C=C1)C=1C=2N(C=C(N1)CNC(C=C)=O)C=CN2)F